methyl 2-(5-iodo-3,3-dimethyl-2-oxoindol-1-yl)acetate IC=1C=C2C(C(N(C2=CC1)CC(=O)OC)=O)(C)C